5-((S)-(2-chlorophenyl)((R)-tetrahydrofuran-3-yl)methoxy)-N-((R,E)-4-(methylsulfonyl)but-3-en-2-yl)pyrimidine-2-carboxamide ClC1=C(C=CC=C1)[C@@H](OC=1C=NC(=NC1)C(=O)N[C@H](C)\C=C\S(=O)(=O)C)[C@H]1COCC1